NC1=CC=C(OC2=CC=C(C=C2)OC2=CC=C(C=C2)OC2=CC=C(C=C2)N)C=C1 bis(4-[4-aminophenoxy] phenyl) ether